CC([C@@](N)(C)C(=O)O)C 3-methyl-L-isovaline